10-(2,6-diisopropylphenyl)-5,11-dimethyl-10,11-dihydro-[1,2]azaborinino[4',3':4,5]imidazo[1,2-f]phenanthridine C(C)(C)C1=C(C(=CC=C1)C(C)C)B1N(C=CC=2N=C3N(C=4C=CC=C(C4C4=CC=CC=C34)C)C21)C